8-(4-fluorophenyl)-5,6-dihydroimidazo[1,2-a]pyrazine-7(8H)-carboxylic acid FC1=CC=C(C=C1)C1C=2N(CCN1C(=O)O)C=CN2